C[C@H]1CCC2=C(C=CC=N2)C(=O)OC[C@]3([C@@H]4[C@H]([C@H]([C@@]5([C@H]([C@H]([C@@H]([C@]([C@]5([C@@H]4OC(=O)C)O3)(C)O)OC1=O)OC(=O)C6=CC=CC=C6)OC(=O)C)COC(=O)C)OC(=O)C)OC(=O)C)C The molecule is an organic heteropentacyclic compound and pyridine alkaloid with formula C43H49NO18 originally isolated from the roots of Tripterygium wilfordii. It has a role as a plant metabolite and a phytogenic insecticide. It is an organic heteropentacyclic compound, an acetate ester, a benzoate ester, a macrocyclic lactone, a dihydroagarofuran sesquiterpenoid and a pyridine alkaloid.